The molecule is a 2-hydroxyglutaric acid. It is a conjugate acid of a (S)-2-hydroxyglutarate(2-). It is an enantiomer of a (R)-2-hydroxyglutaric acid. C(CC(=O)O)[C@@H](C(=O)O)O